N,N-diethyl-aminopropylmethyldimethoxysilane C(C)N(CC)CCC[Si](OC)(OC)C